(2-(2-methoxyethoxy)ethoxy)ethylamine COCCOCCOCCN